benzyl (3-tert-butoxycarbonylamino-propyl)-carbamate C(C)(C)(C)OC(=O)NCCCNC(OCC1=CC=CC=C1)=O